CN(C(CCN=CC1=CC=C(C=C1)C=1N=C(C2=C(N1)N(C=C2)C2=CC=CC=C2)C2=CC=C(C=C2)C=NCCC(C)N(C)C)C)C 2,4-bis{4-[(3-dimethylaminobutyl)iminomethyl]phenyl}-7-phenyl-7H-pyrrolo[2,3-d]pyrimidine